1-[6-(2-hydroxypropan-2-yl)pyridin-2-yl]-6-methanesulfinyl-2-(prop-2-en-1-yl)pyrazolo[3,4-d]pyrimidin-3-one OC(C)(C)C1=CC=CC(=N1)N1N(C(C=2C1=NC(=NC2)S(=O)C)=O)CC=C